(S)-1-(2-fluorophenyl)-3-(isoquinolin-4-yl)-2-oxoimidazoline-4-carbonitrile FC1=C(C=CC=C1)N1C(N([C@@H](C1)C#N)C1=CN=CC2=CC=CC=C12)=O